C1=CC(=CC(=C1)O)/C=C/C(=O)O The molecule is a monohydroxycinnamic acid in which the hydroxy substituent is located at C-3 of the phenyl ring. It has a role as a human xenobiotic metabolite and a plant metabolite. It is a conjugate acid of a 3-coumarate.